2-(5-(azidomethyl)oxolan-2-yl)-1-[4-[5-chloropyrimidin-2-yl]piperazin-1-yl]ethan-1-one N(=[N+]=[N-])CC1CCC(O1)CC(=O)N1CCN(CC1)C1=NC=C(C=N1)Cl